C1(CC1)N1C=CC=C(C1=O)C 1-cyclopropyl-5-methyl-6-oxo-1,6-dihydropyridin